[Zn+2].N1C(=NC=C1)C(=O)[O-].N1C(=NC=C1)C(=O)[O-] imidazolecarboxylate zinc